(cyclobutylmethyl)({2-[(4-{1H-pyrrolo[2,3-b]pyridin-5-yl}-1H-imidazol-1-yl)methyl]imidazo[1,2-a]pyridin-6-yl}methyl)amine C1(CCC1)CNCC=1C=CC=2N(C1)C=C(N2)CN2C=NC(=C2)C=2C=C1C(=NC2)NC=C1